ClC=1C(=CC(=NC1)OC)C1=CC(=NN1)C(=O)N1CCC(CC1)C(=O)NCC1=NC=CC=C1Cl 1-(5-(5-chloro-2-methoxypyridin-4-yl)-1H-pyrazole-3-carbonyl)-N-((3-chloropyridin-2-yl)methyl)piperidine-4-carboxamide